FC1=C(C(=CC(=C1)C=1C=C2C(=C(C=NC2=CC1)C1=CC(=CC(=C1)C)F)N1CC(C1)CNCCC)F)O 2,6-difluoro-4-[3-(3-fluoro-5-methylphenyl)-4-{3-[(propylamino)methyl]azetidin-1-yl}quinolin-6-yl]phenol